2-(3'-sec-Butyl-5'-t-butyl-2'-hydroxyphenyl)benzotriazole 2-(3-ethyl-4-oxo-spiro[6,8-dihydro-5H-pyrazolo[4,3-c]azepine-7,4'-tetrahydropyran]-1-yl)ethyl-oxazole-4-carboxylate C(C)C1=NN(C2=C1C(NCC1(CCOCC1)C2)=O)CCOC(=O)C=2N=COC2.C(C)(CC)C=2C(=C(C=C(C2)C(C)(C)C)N2N=C1C(=N2)C=CC=C1)O